4-(dimethoxymethyl)-6-methoxynicotinaldehyde COC(C1=CC(=NC=C1C=O)OC)OC